2-[[5-(2-Chloro-4-nitrophenyl)-2-furanyl]methylene]-2,3-dihydro-1H-inden-1-one ClC1=C(C=CC(=C1)[N+](=O)[O-])C1=CC=C(O1)C=C1C(C2=CC=CC=C2C1)=O